ClC=1C=C2C=NN(C2=CC1N1[C@@H](CN(CC1)C1COC1)C)C=1C=NN(C1)C |o1:11| (R or S)-5-chloro-1-(1-methyl-1H-pyrazol-4-yl)-6-(2-methyl-4-(oxetan-3-yl)piperazin-1-yl)-1H-indazole